6-[4-[(4-Ethyl-1-piperazinyl)methyl]phenyl]-N-[(1R)-1-phenylethyl]-7H-Pyrrolo[2,3-d]pyrimidin-4-amine CCN1CCN(CC1)CC2=CC=C(C=C2)C3=CC4=C(N3)N=CN=C4N[C@H](C)C5=CC=CC=C5